FC=1C(=C(C=CC1F)[C@H]1[C@@H](O[C@]([C@H]1C)(C(F)(F)F)C)C(=O)NC1=CC(=NC=C1)S(NC([2H])([2H])[2H])(=O)=O)OC |o1:8,9,11,12| rel-(2R,3S,4S,5R)-3-(3,4-difluoro-2-methoxyphenyl)-4,5-dimethyl-N-(2-(N-(Methyl-d3)sulfamoyl)pyridin-4-yl)-5-(trifluoromethyl)tetrahydrofuran-2-carboxamide